6-bromo-N4-(3-(trifluoromethyl)phenyl)quinoline-3,4-diamine BrC=1C=C2C(=C(C=NC2=CC1)N)NC1=CC(=CC=C1)C(F)(F)F